2-bromo-N-(4-cyano-3-(trifluoromethyl)phenyl)-2-methylpropanamide BrC(C(=O)NC1=CC(=C(C=C1)C#N)C(F)(F)F)(C)C